F/C=C(\CN)/CN1C=CC2=CC(=CC=C12)N1CCOCC1 (E)-3-fluoro-2-((5-Morpholinoindol-1-yl)methyl)prop-2-en-1-amine